tertbutyl (6-bromopyridin-3-yl)carbamate BrC1=CC=C(C=N1)NC(OC(C)(C)C)=O